P(=O)(O)(O)O.P(=O)(O)(O)O.N1=CN=C2N=CNC2=C1N adenine di-phosphate